N-[(1R)-2-hydroxy-1-methyl-ethyl]-acetamide OC[C@@H](C)NC(C)=O